ethyl-stannyl-ethyl-purine methyl-(2R,6R)-4-(8-ethynyl-5-quinolyl)-6-methyl-morpholine-2-carboxylate COC(=O)[C@H]1CN(C[C@H](O1)C)C1=C2C=CC=NC2=C(C=C1)C#C.C(C)C1=C2NC(=NC2=NC(=N1)CC)[SnH3]